2-benzyl-6-(3-methoxybenzyl)-4-methyl-4H-thiazolo[5',4':4,5]pyrrolo[2,3-d]pyridazin-5(6H)-one C(C1=CC=CC=C1)C=1SC2=C(N(C=3C(N(N=CC32)CC3=CC(=CC=C3)OC)=O)C)N1